3-(5-(difluoromethyl)-1,3,4-thiadiazol-2-yl)-8-((2S,6S)-2-((dimethylamino)methyl)-6-methylmorpholinyl)-N-(3-methyloxetan-3-yl)imidazo[1,5-a]pyridine-6-sulfonamide FC(C1=NN=C(S1)C1=NC=C2N1C=C(C=C2N2C[C@@H](O[C@H](C2)C)CN(C)C)S(=O)(=O)NC2(COC2)C)F